FC=1C=C(NC2=NN(C3=C2C=NC(=C3)C(=O)N3CCOCCC3)CC(F)(F)F)C=CC1C [3-(3-fluoro-4-methylanilino)-1-(2,2,2-trifluoroethyl)pyrazolo[4,3-c]pyridin-6-yl]-(1,4-oxazepan-4-yl)methanone